(2Z)-3-(3-cyano-1H-indazol-6-yl)-2-fluoro-N-(5-fluoro-2,4-dimethylpyridin-3-yl)prop-2-enamide C(#N)C1=NNC2=CC(=CC=C12)\C=C(\C(=O)NC=1C(=NC=C(C1C)F)C)/F